FC1([C@@H](CN(CC1)CC1N(C(C2=CC=CC(=C12)C(F)(F)F)=O)C1=CC(=CC=C1)C1(CC(C1)OC)C1=NN=CN1C)C)F (((R)-4,4-difluoro-3-methylpiperidin-1-yl)methyl)-2-(3-(trans-3-methoxy-1-(4-methyl-4H-1,2,4-triazol-3-yl)cyclobutyl)phenyl)-4-(trifluoromethyl)isoindolin-1-one